(4-(4-(but-3-yn-1-yl)-4H-1,2,4-triazol-3-yl)-2-nitrophenyl)carboxamide C(CC#C)N1C(=NN=C1)C1=CC(=C(C=C1)C(=O)N)[N+](=O)[O-]